N-(3-chlorophenyl)-6-(1H-pyrazol-4-yl)quinazolin-4-amine ClC=1C=C(C=CC1)NC1=NC=NC2=CC=C(C=C12)C=1C=NNC1